CN1N=CC=2C1=NC(=CC2N2C[C@H]([C@H](CC2)C2=NC=C(N=C2C)N2CCNCC2)C)C 1,6-dimethyl-4-[cis-3-methyl-4-(3-methyl-5-piperazin-1-yl-pyrazin-2-yl)-1-piperidyl]pyrazolo[3,4-b]pyridine